FC(N1N=CC(=C1)C=1C=CC2=CN(N=C2C1)C1CCC(CC1)CNC(C1=CC(=C(C(=C1)F)O)F)=O)F N-{[(1r,4r)-4-{6-[1-(difluoromethyl)-1H-pyrazol-4-yl]-2H-indazol-2-yl}cyclohexyl]methyl}-3,5-difluoro-4-hydroxybenzamide